tert-butyl (S)-2-((tert-butoxycarbonyl)(methyl)amino)-5-hydroxypentanoate C(C)(C)(C)OC(=O)N([C@H](C(=O)OC(C)(C)C)CCCO)C